1-[4-(3-chlorophenyl)thiazol-2-yl]-3-[2-(4-hydroxy-1-piperidinyl)ethyl]-1-[3-(trifluoromethyl)phenyl]Urea ClC=1C=C(C=CC1)C=1N=C(SC1)N(C(=O)NCCN1CCC(CC1)O)C1=CC(=CC=C1)C(F)(F)F